1-(1-((5-(ethylsulfanyl)pyridin-3-yl)sulfonyl)-5-(2-fluorophenyl)-1H-pyrrol-3-yl)-N-methylformamide hydrochloride Cl.C(C)SC=1C=C(C=NC1)S(=O)(=O)N1C=C(C=C1C1=C(C=CC=C1)F)C(=O)NC